FC(C1(CO1)C(F)(F)F)(F)F 2,2-bis(trifluoromethyl) ethylene oxide